C(C)(C)(C)OC(=O)N1CC(N(CC1)C1=CC2=C(N=C(N=C2)NC2=CC=C(C=C2)N2CCN(CC2)C)N(C1=O)C)=O 4-[8-methyl-2-[4-(4-methylpiperazin-1-yl)anilino]-7-oxo-pyrido[2,3-d]pyrimidin-6-yl]-3-oxo-piperazine-1-carboxylic acid tert-butyl ester